C(C1=CC=CC=C1)OC=1C(=C(C(=O)O)C=CC1OC)NN (benzyloxy)-2-hydrazino-4-methoxybenzoic acid